(R)-4-(1-(5-(4-(trifluoromethyl)phenoxy)-2-naphthamido)ethyl)piperidine-1-carboxylic acid benzyl ester C(C1=CC=CC=C1)OC(=O)N1CCC(CC1)[C@@H](C)NC(=O)C1=CC2=CC=CC(=C2C=C1)OC1=CC=C(C=C1)C(F)(F)F